C(#N)C1(CCC(CC1)N1C[C@@H](CC1)NC(OCC)=O)C1=NC=CC=C1 ethyl {(3R)-1-[4-cyano-4-(pyridin-2-yl)cyclohexyl]pyrrolidin-3-yl}carbamate